(2-(4-chloro-3-(4,4,5,5-tetramethyl-1,3,2-dioxaborolan-2-yl)phenyl)-2-phenylethyl)carbamate ClC1=C(C=C(C=C1)C(CNC([O-])=O)C1=CC=CC=C1)B1OC(C(O1)(C)C)(C)C